(6S)-6-(2-Chloro-3-{[6-(trifluoromethoxy)pyridin-3-yl]-amino}phenyl)-3-(3-hydroxy-3-methylcyclobutyl)-2-imino-6-methylhexahydropyrimidin-4-one ClC1=C(C=CC=C1NC=1C=NC(=CC1)OC(F)(F)F)[C@@]1(CC(N(C(N1)=N)C1CC(C1)(C)O)=O)C